bis(5-diethylcarbamoyloxy-2,4-dimethylphenyl) pentasulfide C(C)N(C(=O)OC=1C(=CC(=C(C1)SSSSSC1=C(C=C(C(=C1)OC(N(CC)CC)=O)C)C)C)C)CC